CN1N=C2N(C3=CC=CC(=C3N(C2)C)NC2=CC(=NC=C2C(=O)NC([2H])([2H])[2H])NC2=NC=C(C=C2)F)C1=O 4-((2,5-dimethyl-1-oxo-1,2,4,5-tetrahydro-[1,2,4]triazolo[4,3-a]quinoxalin-6-yl)amino)-6-((5-fluoropyridin-2-yl)amino)-N-(methyl-d3)nicotinamide